((((((1R,2S,5R)-2-carbamoyl-7-oxo-1,6-diazabicyclo[3.2.1]octan-6-yl) oxy) sulfonyl) oxy) methyl)-2-methylmalonate C(N)(=O)[C@H]1N2C(N([C@H](CC1)C2)OS(=O)(=O)OCOC(C(C(=O)[O-])C)=O)=O